N-(6-bromo-5-fluoro-3-methylpyridin-2-yl)-4-fluoropyrrolidine-2-carboxamide BrC1=C(C=C(C(=N1)NC(=O)C1NCC(C1)F)C)F